5-Chloro-2-((tetrahydro-2H-pyran-4-yl)amino)pyrimidin ClC=1C=NC(=NC1)NC1CCOCC1